(3-((4-bromo-6-chloro-2,7-naphthyridin-1-yl)oxy)azetidin-1-yl)(cyclopropyl)methanone BrC1=CN=C(C2=CN=C(C=C12)Cl)OC1CN(C1)C(=O)C1CC1